dicyanochlorobenzene C(#N)C=1C(=C(C=CC1)Cl)C#N